NC1=C(SC=2N=C(SC21)C)C(=O)NC2CC=1C=CC(=NC1CC2)N2C(CC(C2)N)CC 6-amino-N-[2-(4-amino-2-ethylpyrrolidin-1-yl)-5,6,7,8-tetrahydroquinolin-6-yl]-2-methylthieno[2,3-d][1,3]thiazole-5-carboxamide